Methyl 2-bromo-2-(4-chlorophenyl)acetate BrC(C(=O)OC)C1=CC=C(C=C1)Cl